(R)-4-(2-(1H-indol-4-yl)-7-((4-methylpiperazin-1-yl)methyl)thieno[3,2-d]pyrimidin-4-yl)-3-methylmorpholine N1C=CC2=C(C=CC=C12)C=1N=C(C2=C(N1)C(=CS2)CN2CCN(CC2)C)N2[C@@H](COCC2)C